FC(C1=C(C(=CC=C1)OCC1=CC=C(C=C1)OC)C1=C(C2=C(CN3[C@@H](CO2)CN(CC3)C(=O)OC(C)(C)C)C=C1F)F)F Tert-butyl (12aR)-9-{2-(difluoromethyl)-6-[(4-methoxyphenyl)methoxy]phenyl}-8,10-difluoro-3,4,12,12a-tetrahydro-6H-pyrazino[2,1-c][1,4]benzoxazepine-2(1H)-carboxylate